2-(4-aminopiperidin-1-yl)-N-((2-(3-(dimethylamino)-1H-pyrazol-1-yl)pyridine-3-yl)methyl)-9-isopropyl-9H-purin-6-amine NC1CCN(CC1)C1=NC(=C2N=CN(C2=N1)C(C)C)NCC=1C(=NC=CC1)N1N=C(C=C1)N(C)C